(2-(allyloxy)-4,6-dichlorophenyl)methanol C(C=C)OC1=C(C(=CC(=C1)Cl)Cl)CO